C1CCC(C2=NC3=CC=CC=C3C=C12)=O 2,3-dihydro-acridin-4(1H)-one